4-bromo-5'-methyl-2'-(prop-1-en-2-yl)-1',2',3',4'-tetrahydro-[1,1'-biphenyl]-2,4',6-triol BrC=1C=C(C(=C(C1)O)C1C(CC(C(=C1)C)O)C(=C)C)O